OC1=C(C=C(C=C1)C=CC)OCCCC 4-hydroxy-3-butoxy-1-propenyl-benzene